O[C@H]1CC(N([C@H]1C)CC=1C=NC(=NC1)OC1=CC=C(C=C1)C)=O (4S,5S)-4-hydroxy-5-methyl-1-{[2-(4-methylphenoxy)pyrimidin-5-yl]methyl}pyrrolidin-2-one